4-(2-pyridyl)-phenol N1=C(C=CC=C1)C1=CC=C(C=C1)O